benzyl (6-(2-(((1-((4aR,8aS)-3-oxooctahydro-2H-pyrido[4,3-b][1,4]oxazine-6-carbonyl)azetidin-3-yl)methoxy)methyl)phenoxy)hexyl)carbamate O=C1N[C@H]2[C@@H](OC1)CCN(C2)C(=O)N2CC(C2)COCC2=C(OCCCCCCNC(OCC1=CC=CC=C1)=O)C=CC=C2